tetramethylammoniumtriyltris(3-trifluoromethylphenyl) borate B12OC3=C(C(=CC=C3)C(F)(F)F)[NH+](C3(C(C=CC(C3(C(F)(F)F)C)C)(C)O2)C)C2=C(C=CC=C2C(F)(F)F)O1